N-[2-(3-amino-4-methoxypyrrolidin-1-yl)-4-fluoro-5,6,7,8-tetrahydroquinolin-6-yl]-5-chloro-7-ethyl-7H-pyrrolo[2,3-c]pyridazine-3-carboxamide NC1CN(CC1OC)C1=NC=2CCC(CC2C(=C1)F)NC(=O)C1=CC2=C(N=N1)N(C=C2Cl)CC